CC1([C@@H](N2[C@H](S1)[C@@H](C2=O)NC(=O)[C@@H](C3=CC=CC=C3)N)C(=O)OC4C5=CC=CC=C5C(=O)O4)C The molecule is a penicillanic acid ester that is the 1-phthalidyl ester of ampicillin. It is a prodrug of ampicillin. It has a role as a prodrug. It derives from an ampicillin and an o-phthalaldehydic acid.